(2,5-dichloropyrimidin-4-yl)-2-[2-oxo-2-(1,2,3,4-tetrahydroisoquinolin-2-yl)ethyl]-2,3-dihydro-1H-isoindol-1-one ClC1=NC=C(C(=N1)C1N(C(C2=CC=CC=C12)=O)CC(N1CC2=CC=CC=C2CC1)=O)Cl